C1(CC1)C1=CC=C(C=C1)[C@@H](C)N(C(OC(C)(C)C)=O)C t-butyl (R)-(1-(4-cyclopropylphenyl)ethyl)(methyl)carbamate